1-tert-butyl-4-isopropyl-2-(2-nitrophenoxy)benzene methyl-(2RS)-2-[trans-4-(tert-butoxycarbonylamino)cyclohexyl]-7-chloro-2,4-dimethyl-1,3-benzodioxole-5-carboxylate COC(=O)C1=C(C2=C(O[C@](O2)(C)[C@@H]2CC[C@H](CC2)NC(=O)OC(C)(C)C)C(=C1)Cl)C.C(C)(C)(C)C1=C(C=C(C=C1)C(C)C)OC1=C(C=CC=C1)[N+](=O)[O-] |&1:9|